C1=NC(=C2C(=N1)N(C=N2)[C@H]3[C@@H]([C@@H]([C@H](O3)CO)O)O)NC(=O)NC(=O)CN N6-glycylcarbamoyladenosine